(Z)-2-bromo-2-(2-methylhydrazono)acetic acid ethyl ester C(C)OC(/C(=N/NC)/Br)=O